N-(4-cyanobicyclo[2.2.2]octan-1-yl)-2-(methylsulfonamido)-5-(pentafluoro-λ6-sulfanyl)benzamide C(#N)C12CCC(CC1)(CC2)NC(C2=C(C=CC(=C2)S(F)(F)(F)(F)F)NS(=O)(=O)C)=O